6-chloro-2-fluoro-3-methoxy-pyridine ClC1=CC=C(C(=N1)F)OC